N-[[4-(hydroxymethyl)-1-[4-(pentafluoro-lambda6-sulfanyl)phenyl]pyrazolo[3,4-b]pyridin-3-yl]methyl]prop-2-enamide OCC1=C2C(=NC=C1)N(N=C2CNC(C=C)=O)C2=CC=C(C=C2)S(F)(F)(F)(F)F